butoxycarbonyl-4-(trifluoromethoxy)phenylsulfonamide C(CCC)OC(=O)NS(=O)(=O)C1=CC=C(C=C1)OC(F)(F)F